CC1(NC(CC(C1)OC(=O)CC(C(CC(=O)OC1CC(NC(C1)(C)C)(C)C)C(=O)OC1CC(NC(C1)(C)C)(C)C)C(=O)OC1CC(NC(C1)(C)C)(C)C)(C)C)C tetrakis(2,2,6,6-tetramethylpiperidin-4-yl)-1,2,3,4-butanetetracarboxylate